6-((2-((1H-pyrazol-3-yl)methyl)-1-oxo-1,2-dihydro-phthalazin-6-yl)sulfonyl)-2,3-dihydro-4H-benzo[b][1,4]oxazine-4-carboxylic acid tert-butyl ester C(C)(C)(C)OC(=O)N1C2=C(OCC1)C=CC(=C2)S(=O)(=O)C=2C=C1C=NN(C(C1=CC2)=O)CC2=NNC=C2